COC1=CC2=C(C=C(S2)C(=O)O)C=C1OCOC 6-methoxy-5-(methoxymethoxy)benzothiophene-2-carboxylic acid